3-ethoxy-4-(1-methylpiperidin-4-yl)benzene-1,2-diamine C(C)OC1=C(C(=CC=C1C1CCN(CC1)C)N)N